(N-vinyl)formamide C(=C)NC=O